C(C)OC(C(=CC)OC=1C2=C(C=3N=C(C(N(C3C1)C(C)=O)=O)CC1=CC=CC=C1)C=CC=C2)=O ((4-acetyl-2-benzyl-3-oxo-3,4-dihydrobenzo[f]quinoxalin-6-yl)oxy)-2-butenoic acid ethyl ester